((2S,4S)-4-(4-(((S)-1-(dimethylamino)propan-2-yl)oxy)-6-fluoro-7-(4-fluorophenyl)-8-methyl-1H-[1,2,3]triazolo[4,5-c]quinolin-1-yl)-1-((E)-4-fluorobut-2-enoyl)piperidin-2-yl)acetonitrile CN(C[C@H](C)OC1=NC=2C(=C(C(=CC2C2=C1N=NN2[C@@H]2C[C@H](N(CC2)C(\C=C\CF)=O)CC#N)C)C2=CC=C(C=C2)F)F)C